[Mn+2].ClC1(N2CCNCCCN(CCN(CC1)C)CC2)CC2=C(C=CC=C2)O Chloro-2-(2-hydroxybenzyl)-5-methyl-1,5,8,12-tetraazabicyclo[6.6.2]hexadecane Manganese(II)